(trans)-3-aminotetrahydro-2H-pyran-4-carbonitrile N[C@@H]1COCC[C@H]1C#N